COC1=CC=C2C(CC(OC2=C1)C1=CC=C(C=C1)OC)=O 7,4'-dimethoxyflavanone